N-[(thiazol-4-yl)methyl]cyclohexylamine S1C=NC(=C1)CNC1CCCCC1